N-methyl-1-[(4-{5-[4-(propan-2-yloxy)phenyl]-1,3-thiazol-2-yl}phenyl)methyl]azetidine-3-carboxamide CNC(=O)C1CN(C1)CC1=CC=C(C=C1)C=1SC(=CN1)C1=CC=C(C=C1)OC(C)C